C1(C(CCCC1)C(=O)OCC1OC1)C(=O)OCC1OC1 1,2-cyclohexanedicarboxylic acid, 1,2-bis(2-oxiranylmethyl) ester